OC(CC(=O)OCC(OC(CC(C)O)=O)COC(CC(C)O)=O)C glycerol tris(3-hydroxybutyrate)